(1S,6S)-3-oxa-7-azabicyclo[4.2.0]octane [C@H]12COCC[C@@H]2NC1